OC1=CC=C2C(C=C(OC2=C1)C1=CC=C(C=C1)OC)=O 7-hydroxy-4'-methoxyflavone